CC(C(=O)O)(CN1C([C@@H]2OCCN[C@@H]2C1)=O)C 2,2-dimethyl-3-((4aR,7aR)-7-oxohexahydropyrrolo[3,4-b][1,4]oxazin-6(2H)-yl)propionic acid